1-(4-fluoro-3-isopropyl-2-(8-methoxy-[1,2,4]triazolo[1,5-a]pyridin-6-yl)-1H-pyrrolo[2,3-c]pyridin-5-yl)piperidin-4-one FC1=C2C(=CN=C1N1CCC(CC1)=O)NC(=C2C(C)C)C=2C=C(C=1N(C2)N=CN1)OC